isobutyl 2-cyano-α-cyanocinnamate C(#N)C1=C(C=C(C(=O)OCC(C)C)C#N)C=CC=C1